7-fluoro-3-oxo-3H-spiro[benzofuran-2,4'-piperidine] FC1=CC=CC=2C(C3(CCNCC3)OC21)=O